4-amino-2-(β-hydroxyethyl-aminomethyl)phenol NC1=CC(=C(C=C1)O)C(N)CCO